ethylene ammonium dichloride [Cl-].[Cl-].[NH4+].C=C.[NH4+]